(S)-N-(1-([1,1'-biphenyl]-4-yl)-3-(4,4,5,5-tetramethyl-1,3,2-dioxaborolan-2-yl)propyl)pivaloamide C1(=CC=C(C=C1)[C@H](CCB1OC(C(O1)(C)C)(C)C)NC(C(C)(C)C)=O)C1=CC=CC=C1